CC(COC1=NC=CC(=C1)C)(C)NC(C[C@H]1N(CCC1)C)=O (S)-N-(2-methyl-1-((4-methylpyridin-2-yl)oxy)propan-2-yl)-2-(1-methylpyrrolidin-2-yl)acetamide